methyl (S)-2-((((9H-fluoren-9-yl)methoxy)carbonyl)amino)-3-(4'-((2,2-dimethyl-4-oxo-3,8,11,14,17,20,23,26-octaoxa-5-azaoctacosan-28-yl)oxy)-2'-methyl-[1,1'-biphenyl]-4-yl)propanoate C1=CC=CC=2C3=CC=CC=C3C(C12)COC(=O)N[C@H](C(=O)OC)CC1=CC=C(C=C1)C1=C(C=C(C=C1)OCCOCCOCCOCCOCCOCCOCCOCCNC(OC(C)(C)C)=O)C